COCCC1CC(C1)N1N=C(C=2C1=NC(=NC2)NC=2C(=CC=1N(C2)N=CN1)C)C 1-(3-(2-methoxyethyl)cyclobutyl)-3-methyl-N-(7-methyl-[1,2,4]triazolo[1,5-a]pyridin-6-yl)-1H-pyrazolo[3,4-d]pyrimidin-6-amine